9-isopropylpurin-6-amine C(C)(C)N1C2=NC=NC(=C2N=C1)N